(1r,2S,3S,5S,6r,7S)-3-{[(2S)-1-methoxy-1-oxo-3-[(3S)-2-oxopyrrolidin-3-yl]propan-2-yl]carbamoyl}-5-methyl-4-azatricyclo[5.2.1.0{2,6}]dec-8-ene-4-carboxylic acid tert-butyl ester C(C)(C)(C)OC(=O)N1[C@@H]([C@H]2[C@H]3C=C[C@@H]([C@H]2[C@@H]1C)C3)C(N[C@H](C(=O)OC)C[C@H]3C(NCC3)=O)=O